[Cl-].C(=O)(O)CCCCC[N+](C)(C)C 5-carboxy-N,N,N-trimethylpentan-1-aminium chloride